N-Bocaminoheptanoic acid C(=O)(OC(C)(C)C)NC(C(=O)O)CCCCC